gold-silver sulfuric acid S(O)(O)(=O)=O.[Ag].[Au]